4-iodo-2-(6-azaspiro[2.5]oct-6-yl)-N-(7,8,9,10-tetrahydro-6H-benzo[4,5]imidazo[1,2-a]azepin-4-yl)benzamide IC1=CC(=C(C(=O)NC2=CC=CC3=C2N=C2N3CCCCC2)C=C1)N1CCC2(CC2)CC1